6-amino-N-(5-chloro-6-(5-cyano-2-methylphenyl)pyridin-2-yl)pyridine-2-sulfonamide NC1=CC=CC(=N1)S(=O)(=O)NC1=NC(=C(C=C1)Cl)C1=C(C=CC(=C1)C#N)C